(3S,4S)-1-cyano-4-methyl-N-(1-((S)-1-phenylethyl)-1H-imidazol-4-yl)pyrrolidine-3-carboxamide C(#N)N1C[C@H]([C@@H](C1)C)C(=O)NC=1N=CN(C1)[C@@H](C)C1=CC=CC=C1